3-[(2S)-1-[[(2S)-2-(8-amino-1-bromo-imidazo[1,5-a]pyrazin-3-yl)pyrrolidin-1-yl]methyl]-pyrrolidin-2-yl]-1-bromo-imidazo[1,5-a]pyrazin-8-amine NC=1C=2N(C=CN1)C(=NC2Br)[C@H]2N(CCC2)CN2[C@@H](CCC2)C2=NC(=C1N2C=CN=C1N)Br